2-{1-[N-methyl-5-(1H-indole-2-carbonyl)-2H,4H,5H,6H,7H-pyrazolo[4,3-c]pyridine-3-amido]cyclopropyl}pyrimidine-5-carboxylic acid CN(C(=O)C=1NN=C2C1CN(CC2)C(=O)C=2NC1=CC=CC=C1C2)C2(CC2)C2=NC=C(C=N2)C(=O)O